C(C)(C)(C)OC(N(C)C1=NC=CC(=C1)N=C(C1=CC=CC=C1)C1=CC=CC=C1)=O (4-((Diphenylmethylene)-amino)-pyridin-2-yl)(methyl)carbamic acid tert-butyl ester